6-bromo-3-chloropyrazine-2-carbonyl chloride BrC1=CN=C(C(=N1)C(=O)Cl)Cl